C1(CC(CCC1)CCO)CCO 3-cyclohexanediethanol